(2-(2-(4-(((3R,4R)-1-(2-cyanoacetyl)-4-methylpiperidin-3-yl)(methyl)amino)-7H-pyrrolo[2,3-d]pyrimidine-7-carbonyl)hydrazino)-2-oxoethyl)carbamic acid tert-butyl ester C(C)(C)(C)OC(NCC(=O)NNC(=O)N1C=CC2=C1N=CN=C2N(C)[C@H]2CN(CC[C@H]2C)C(CC#N)=O)=O